(R)-3-(2-(4-(4-methoxyphenyl)piperazin-1-yl)ethyl)-8-(methylsulfonyl)-2-oxa-8-azaspiro[4.5]decan-1-one COC1=CC=C(C=C1)N1CCN(CC1)CC[C@@H]1OC(C2(C1)CCN(CC2)S(=O)(=O)C)=O